OC1=CC=C(C=O)C(=C1)C 4-hydroxy-6-methyl-benzaldehyde